C1(=CC=CC=C1)[C@@H](C(=O)O)C (2S)-2-phenylpropionic acid